2,2-dimethyl-6-[4-(1H-pyrrolo[2,3-b]pyridin-4-yl)-1H-pyrazol-1-yl]-hexanenitrile CC(C#N)(CCCCN1N=CC(=C1)C1=C2C(=NC=C1)NC=C2)C